(2R,3R,4S,5S)-2-(4-methyl-7H-pyrrolo[2,3-d]pyrimidin-7-yl)-5-((R)-1H-pyrano[3,4-c]pyridin-1-yl)tetrahydrofuran-3,4-diol CC=1C2=C(N=CN1)N(C=C2)[C@@H]2O[C@@H]([C@H]([C@H]2O)O)[C@@H]2OC=CC=1C2=CN=CC1